3-fluoro-4-((5-(3-(pyrrolidin-1-yl)propoxy)-2,3-dihydro-[1,4]dioxino[2,3-f]quinolin-10-yl)oxy)aniline FC=1C=C(N)C=CC1OC1=CC=NC2=CC(=C3C(=C12)OCCO3)OCCCN3CCCC3